C(C)(C)(C)N\C=C/1\C(OC2=CC=CC=C2C1=O)N1C=CC=2C1=CN=CC2 (Z)-3-((tert-butylamino)methylene)-2-(1H-pyrrolo[2,3-C]pyridin-1-yl)chroman-4-one